ClC1=CC(NC(N1)=O)=O 6-chloropyrimidine-2,4(1H,3H)-dione